tert-butyl 3-(methylamino)-5,6-dihydroimidazo[1,5-a]pyrazine-7(8H)-carboxylate CNC1=NC=C2N1CCN(C2)C(=O)OC(C)(C)C